(2S,3aS,7aS)-N-((S)-3-oxo-1-((S)-2-oxopyrrolidin-3-yl)-4-(trifluoromethoxy)butan-2-yl)-1-(2-oxo-2-((1,1,1-trifluoro-2-methylpropan-2-yl)amino)acetyl)-octahydro-1H-indole-2-carboxamide O=C([C@H](C[C@H]1C(NCC1)=O)NC(=O)[C@H]1N([C@H]2CCCC[C@H]2C1)C(C(NC(C(F)(F)F)(C)C)=O)=O)COC(F)(F)F